ClC1=CC=C(C=N1)NC1=NC=CC2=CC(=CC=C12)OC(C)C=1C=NN(C1)C N-(6-chloropyridin-3-yl)-6-(1-(1-methyl-1H-pyrazol-4-yl)ethoxy)isoquinolin-1-amine